F[B-](F)(F)F.CC1=[N+](C(=CC(=C1)C1=CC=CC=C1)C)N(C(=O)OCCCCC[C@@H]1SC[C@@H]2NC(N[C@@H]21)=O)C 2,6-dimethyl-1-(methyl(((5-((3aS,4S,6aR)-2-oxohexahydro-1H-thieno[3,4-d]imidazole-4-yl)pentyl)oxy)carbonyl)amino)-4-phenylpyridin-1-ium tetrafluoroborate